C[SiH2]OC(C1=CC=CC=C1)C1=CC=CC=C1 methyl-diphenylmethoxysilane